C(C)(C)NC(O[C@H]1C[C@H](CC1)C1=CC(=NN1)NC(COC1=C(C(=CC(=C1)OC)O)C=O)=O)=O (1R,3S)-3-(3-(2-(2-formyl-3-hydroxy-5-methoxyphenoxy)acetamido)-1H-pyrazol-5-yl)cyclopentyl isopropylcarbamate